4-(chloromethyl)-1-oxido-pyridin-1-ium ClCC1=CC=[N+](C=C1)[O-]